BrC=1N=C(SC1C=O)C=1SC=CN1 bromo-[2,2'-bithiazole]-5-carbaldehyde